FC=1C=CC2=C(NC(=N2)CNC=2C=3N(N=C(C2)N2CCC(CC2)O)C(=CN3)C(F)(F)F)C1F 1-(8-(((6,7-Difluoro-1H-Benzo[d]imidazol-2-yl)methyl)amino)-3-(trifluoromethyl)imidazo[1,2-b]Pyridazin-6-yl)Piperidin-4-ol